C(C)OC(C[C@@H]1C[C@@H](CCC1)O)=O |r| (±)-cis-2-(3-hydroxycyclohexyl)acetic acid ethyl ester